C(C)(=O)C1=C(C2=C(N=C(N=C2)Cl)N(C1)C1CCCC1)C 6-acetyl-8-cyclopentyl-5-methyl-2-chloro-8H-pyrido[2,3-d]pyrimidine